6-benzyl-3-(2-chlorobenzyl)-2,3,4,6-tetrahydropyrido[3,4-c][1,8]naphthyridin-5(1H)-one C(C1=CC=CC=C1)N1C(C2=C(C=3C=CC=NC13)CCN(C2)CC2=C(C=CC=C2)Cl)=O